N'-p-toluenesulfonyl-L-arginine CC1=CC=C(C=C1)S(=O)(=O)N(CCC[C@H](N)C(=O)O)C(N)=N